10,13-dimethylhexadecahydrospiro-[cyclopenta[a]phenanthrene-3,2'-oxiran]-17-ol CC12C3CCC4(C(CCC4C3CCC2CC2(OC2)CC1)O)C